3,4,8,9-tetrahydro-1H-pyrido[4',3':3,4]pyrazolo[1,5-a]azepine C1NCCC2=NN3C(C=CCCC3)=C21